3,15-dihydroxyhexadecenoic acid ethyl ester C(C)OC(C=C(CCCCCCCCCCCC(C)O)O)=O